(±)-trans-3-((5-(5-((((cyclopentylmethyl)(methyl)carbamoyl)oxy)methyl)-1-methyl-1H-1,2,3-triazol-4-yl)-3-methylpyrazin-2-yl)oxy)cyclopentanecarboxylic Acid C1(CCCC1)CN(C(=O)OCC1=C(N=NN1C)C=1N=C(C(=NC1)O[C@@H]1C[C@H](CC1)C(=O)O)C)C |r|